CN(C1=C(C=CC=C1O)O)C 2-(dimethylamino)benzene-1,3-diol